NC1=C2N=CN(C2=NC(=N1)Cl)C1C(C(C(O1)COC(=O)OCCCC)OC(=O)OC(C)(C)C)F 5-(6-Amino-2-chloropurin-9-yl)-3-tert-butyloxycarbonyloxy-2-(butyloxycarbonyloxymethyl)-4-fluoro-oxolane